tert-butyl (2S)-4-(8-chloro-7-(8-chloronaphthalen-1-yl)-6-fluoro-4-(methylthio)-1H-imidazo[4,5-c]quinolin-1-yl)-2-(cyanomethyl)piperidine-1-carboxylate ClC1=CC=2C3=C(C(=NC2C(=C1C1=CC=CC2=CC=CC(=C12)Cl)F)SC)N=CN3C3C[C@H](N(CC3)C(=O)OC(C)(C)C)CC#N